CC1=C(C=C(C=C1)[N+](=O)[O-])C1=NN(C=C1)C(F)(F)F 3-(2-methyl-5-nitrophenyl)-1-(trifluoromethyl)-1H-pyrazole